C(#C)C1=CC=C(C=C1)C1=CC(=CC(=C1)C1=CC=C(C=C1)C#C)C1=CC=C(C=C1)C#C 1,3,5-tris-(4-ethynyl-phenyl)-benzene